methyl 3-methyl-2-(3-(((perfluorobutyl)sulfonyl)oxy)isoxazol-5-yl)butanoate CC(C(C(=O)OC)C1=CC(=NO1)OS(=O)(=O)C(C(C(C(F)(F)F)(F)F)(F)F)(F)F)C